COC=1C(=CC(=C(C1)N1CCC(CC1)N1CCN(CC1)C1=CC=C(C=C1)N1C(NC(CC1)=O)=O)C=1C=NN(C1)C)[N+](=O)[O-] 1-(4-(4-(1-(5-methoxy-2-(1-methyl-1H-pyrazol-4-yl)-4-nitrophenyl)piperidin-4-yl)piperazin-1-yl)phenyl)dihydropyrimidine-2,4(1H,3H)-dione